FC1=C(OC2=CC=CC=C2)C(=CC(=C1)C=1SC=CC1C=O)F 4-[2,6-difluoro-4-(3-formyl-thiophen-2-yl)-phenoxy]-benzene